C(OCC)(OC1=CC(C)=CC=C1C(C)C)=O Ethyl thymyl carbonate